OC1=CC=C2C[C@@H](NCC2=C1)C(=O)N[C@@H](C(C)C)CN1C(CCCC1)=O (3R)-7-hydroxy-N-{(1S)-2-methyl-1-[(2-oxopiperidin-1-yl)methyl]Propyl}-1,2,3,4-tetrahydroisoquinoline-3-carboxamide